5-Bromo-2-[[5-(3-bromophenyl)-2-furanyl]methylene]-3(2H)-benzofuranone BrC=1C=CC2=C(C(C(O2)=CC=2OC(=CC2)C2=CC(=CC=C2)Br)=O)C1